C[C@@](C(=O)O)(CCC(C)(C)C)NCC=1C=NC=NC1 (S)-2,5,5-trimethyl-2-{[(5-pyrimidinyl)methyl]amino}hexanoic acid